ClC=1C(=NC(=NC1)NC1=CC=C(C=C1)CN1CCOCC1)NC1=C(C(=O)N)C=CC=C1 2-((5-chloro-2-(4-morpholinomethylanilino)pyrimidine-4-yl)amino)benzamide